FC(C1=CC2=C(SC(=C2)C(N[C@H]2CCCC[C@@H]3N(C2=O)[C@@H](CC3)C(=O)N3C2(CC2)CC(C3)C=3C=NC=CC3)=O)C=C1)P(O)(O)=O (fluoro(2-(((3S,6S,10aS)-5-oxo-3-(6-(pyridin-3-yl)-4-azaspiro[2.4]heptane-4-carbonyl)decahydropyrrolo[1,2-a]azocin-6-yl)carbamoyl)benzo[b]thiophen-5-yl)methyl)phosphonic acid